N1=NC=C(C=C1)N1CCC(CC1)C(C)(C)S(=O)(=O)C=1C=NC(=CC1)C(F)(F)F N-(pyridazin-4-yl)-4-(2-((6-(trifluoro-methyl)pyridin-3-yl)sulfonyl)propan-2-yl)piperidine